ClC=1C=CC2=C(C=C(O2)C(=O)NC2=NC(=C(C(=C2C)C)O)C)C1 5-chloro-N-(5-hydroxy-3,4,6-trimethylpyridin-2-yl)benzofuran-2-carboxamide